CC1(COP(OC1)OC1=CC=CC=C1)C 5,5-dimethyl-2-phenoxy-1,3,2-dioxaphosphorinane